O.CC1CC(NCC1)C(=O)O 4-methylpiperidine-2-carboxylic acid monohydrate